3-(hydroxymethyl)-N-(6-(7-morpholinothiazolo[5,4-d]pyrimidin-2-yl)pyridin-3-yl)benzenesulfonamide OCC=1C=C(C=CC1)S(=O)(=O)NC=1C=NC(=CC1)C=1SC=2N=CN=C(C2N1)N1CCOCC1